CC1=NC(=NO1)C1=CC=C2C=CN=C(C2=C1)NCCN1CC2=CC=C(C=C2C1)C(=O)OC methyl 2-(2-{[7-(5-methyl-1,2,4-oxadiazol-3-yl)isoquinolin-1-yl]amino}ethyl)-2,3-dihydro-1H-isoindole-5-carboxylate